N=1N=CN(C1)C1=CC=C(C(=O)N2[C@@H](CC[C@@H]2C2=C(C=CC=C2)Cl)C(=O)O)C=C1 (2s,5r)-1-(4-(4H-1,2,4-triazol-4-yl)benzoyl)-5-(2-chlorophenyl)pyrrolidine-2-carboxylic acid